3-(hydroxymethyl)piperazine-1-carboxylate OCC1CN(CCN1)C(=O)[O-]